1-(3-(4-Chloro-7-fluoro-2-(4-(2-methoxyphenyl)piperazine-1-carbonyl)-1H-indol-6-yl)-5,6-dihydropyridin-1(2H)-yl)ethanone ClC1=C2C=C(NC2=C(C(=C1)C=1CN(CCC1)C(C)=O)F)C(=O)N1CCN(CC1)C1=C(C=CC=C1)OC